C(#N)COC(=O)[C@H]1N(C[C@@H](C1)OCC)C(CCC=C)=O (2S,4R)-4-ethoxy-1-(pent-4-enoyl)pyrrolidine-2-carboxylic acid cyanomethyl ester